FC=1C=CC(=C(CC=2C=C(C=CC2)[C@H](CC(=O)OCC)NC(=O)NC=2C(N(C=CC2O)C)=O)C1)C ethyl (S)-3-(3-(5-fluoro-2-methylbenzyl)phenyl)-3-(3-(4-hydroxy-1-methyl-2-oxo-1,2-dihydropyridin-3-yl) ureido)propanoate